N-(5-chloro-6-(5-fluoro-2-methylphenyl)pyridin-2-yl)-6-(3-hydroxyazetidin-1-yl)pyridine-2-sulfonamide ClC=1C=CC(=NC1C1=C(C=CC(=C1)F)C)NS(=O)(=O)C1=NC(=CC=C1)N1CC(C1)O